C(CCCC[C@H](CC(=O)O)O)CCCCO The molecule is a dihydroxy monocarboxylic acid that is 12-hydroxylauric acid in which the pro-R hydrogen beta to the carboxy group is replaced by a hydroxy group. It is a 3-hydroxy carboxylic acid, an omega-hydroxy fatty acid, a dihydroxy monocarboxylic acid, a medium-chain fatty acid and a (3R)-3-hydroxy fatty acid. It derives from a 12-hydroxylauric acid.